3-glycidyl-5,5-dimethyl-hydantoin C(C1CO1)N1C(NC(C1=O)(C)C)=O